15-(tert-butoxycarbonyl)-3,6,9,12,18,21,24,27-octaoxa-15-azanonacosane-1,29-diyl bis(4-methyl benzenesulfonate) CC1=CC=C(C=C1)S(=O)(=O)OCCOCCOCCOCCOCCN(CCOCCOCCOCCOCCOS(=O)(=O)C1=CC=C(C=C1)C)C(=O)OC(C)(C)C